O=C1NC(CCC1N1C(C2=CC=CC(=C2C1=O)OCC(=O)NCCOCCOCCOCCO)=O)=O 2-((2-(2,6-Dioxopiperidin-3-yl)-1,3-dioxoisoindolin-4-yl)oxy)-N-(2-(2-(2-(2-hydroxyethoxy)ethoxy)ethoxy)ethyl)acetamide